(2S,4R)-4-cyclopropoxy-1-((4-phenoxybenzoyl)glycyl)pyrrolidine-2-carboxylic acid C1(CC1)O[C@@H]1C[C@H](N(C1)C(CNC(C1=CC=C(C=C1)OC1=CC=CC=C1)=O)=O)C(=O)O